C1(C(C(C(C1)C(=O)Cl)C(=O)Cl)C(=O)Cl)C(=O)Cl 1,2,3,4-cyclopentanetetracarboxylic chloride